[Si](C1=CC=CC=C1)(C1=CC=CC=C1)(C(C)(C)C)OC(CCCCOC1=C(C=CC(=C1)[N+](=O)[O-])N1CCN(CC1)C)C 1-(2-((5-((tert-butyldiphenylsilyl)oxy)hexyl)oxy)-4-nitrophenyl)-4-methylpiperazine